(S)-2,3-epoxypropanol C([C@H]1CO1)O